O[C@]1([C@@H](CCC1)N1C(C(=CC2=C1N=C(N=C2)NC2CCN(CC2)S(=O)(=O)C)C)=O)C |r| (±)-8-(trans-2-hydroxy-2-methylcyclopentyl)-6-methyl-2-((1-(methylsulfonyl)piperidin-4-yl)amino)pyrido[2,3-d]pyrimidin-7(8H)-one